phenyl(ethyl)pyrrolidine-2-carboxamide C1(=CC=CC=C1)C1(N(CCC1)CC)C(=O)N